COC1=C(C=C2C(=C1)OC3=CC(=CC(=C3C2=O)O)O)O The molecule is a member of the class of xanthones that is 9H-xanthen-9-one substituted by hydroxy groups at positions 1, 3 and 7 and a methoxy group at position 6. It has a role as a plant metabolite. It is a member of xanthones, an aromatic ether and a polyphenol.